FC(C(=O)CC(C)=O)(F)F.FC(C(=O)CC(C)=O)(F)F.FC(C(=O)CC(C)=O)(F)F.[Tb] terbium tris(trifluoroacetylacetone)